5-Amino-3-[3-fluoro-4-[([3-[3-(trifluoromethyl)bicyclo[1.1.1]pentan-1-yl]-1,2-oxazol-5-yl]carbamoyl)methyl]phenyl]-1-isopropylpyrazole-4-carboxamide NC1=C(C(=NN1C(C)C)C1=CC(=C(C=C1)CC(NC1=CC(=NO1)C12CC(C1)(C2)C(F)(F)F)=O)F)C(=O)N